3-isopropylpyrazin-2-amine C(C)(C)C=1C(=NC=CN1)N